6-(6-formyl-7-hydroxy-2,2,4-trimethyl-1-quinolyl)hexanoic acid C(=O)C=1C=C2C(=CC(N(C2=CC1O)CCCCCC(=O)O)(C)C)C